Cl.O1COC2=C1C=C(C=C2C2=CC1=C(OCO1)C=C2)C(=O)N 4,5'-bibenzo[d][1,3]dioxole-6-carboxamide hydrochloride